3-(1H-1,2,3-triazol-1-yl)propan-1-one N1(N=NC=C1)CCC=O